(R)-6-(2-amino-6-fluoro-5-(2-fluoro-4-(3-methylmorpholino)phenyl)pyridin-3-yl)-3,4-dihydroisoquinolin-1(2H)-one NC1=NC(=C(C=C1C=1C=C2CCNC(C2=CC1)=O)C1=C(C=C(C=C1)N1[C@@H](COCC1)C)F)F